FC(OC1=C(C=C(C(=N1)OC)N)F)F 6-(difluoromethoxy)-5-fluoro-2-methoxy-pyridine-3-amine